(2S,5R)-7-oxo-2-(N-tosylcarbamimidoyl)-1,6-diazabicyclo[3.2.1]octan-6-yl hydrogen sulfate S(=O)(=O)(ON1[C@@H]2CC[C@H](N(C1=O)C2)C(NS(=O)(=O)C2=CC=C(C)C=C2)=N)O